COC=1C=C(NCC2=CC=C(C=C2)OC)C=C(C1OC)OC 3,4,5-trimethoxy-N-(4-methoxybenzyl)aniline